6-(2-(2-methyl-6-(trifluoromethyl)pyrimidin-4-yl)-2,8-diazaspiro[4.5]decan-8-yl)-5-propyl-1-(tetrahydro-2H-pyran-2-yl)-1,5-dihydro-4H-pyrazolo[3,4-d]pyrimidin-4-one CC1=NC(=CC(=N1)N1CC2(CC1)CCN(CC2)C=2N(C(C1=C(N2)N(N=C1)C1OCCCC1)=O)CCC)C(F)(F)F